2-[(6,7-dichloro-2,2-dioxo-4,9-dihydro-1H-pyrrolo[3,2-h][2,1,3]benzothiadiazin-3-yl)methyl]benzonitrile ClC=1C2=C(C3=C(CN(S(N3)(=O)=O)CC3=C(C#N)C=CC=C3)C1)NC=C2Cl